3-[[4-[(7-tert-butoxycarbonyl-6,8-dihydro-5H-1,7-naphthyridin-5-yl)oxy]-6-(2,6-dimethylphenyl)pyrimidin-2-yl]sulfamoyl]benzoic acid C(C)(C)(C)OC(=O)N1CC(C=2C=CC=NC2C1)OC1=NC(=NC(=C1)C1=C(C=CC=C1C)C)NS(=O)(=O)C=1C=C(C(=O)O)C=CC1